(1S,2S)-N-(6-((2R,4S)-4-((tert-butyldimethylsilyl)oxy)-2-(6-cyclopropylimidazo[1,2-a]pyrimidin-2-yl)pyrrolidin-1-yl)pyrimidin-4-yl)-2-(4-chloropyridin-2-yl)cyclopropane-1-carboxamide [Si](C)(C)(C(C)(C)C)O[C@H]1C[C@@H](N(C1)C1=CC(=NC=N1)NC(=O)[C@@H]1[C@H](C1)C1=NC=CC(=C1)Cl)C=1N=C2N(C=C(C=N2)C2CC2)C1